dimethyl-2-hydroxyethyl-2,3-dioctadecyl-oxypropyl-ammonium bromide [Br-].C[N+](CC(COCCCCCCCCCCCCCCCCCC)OCCCCCCCCCCCCCCCCCC)(CCO)C